tert-butyl (3S)-3-[3-(2,6-dioxo-3-piperidyl)-1-methyl-indazol-7-yl]pyrrolidine-1-carboxylate O=C1NC(CCC1C1=NN(C2=C(C=CC=C12)[C@H]1CN(CC1)C(=O)OC(C)(C)C)C)=O